(+)-trans-2-Ethyl-2-(6-((2-(hydroxymethyl)cyclopropyl)methoxy)-5-(3-methoxyazetidin-1-yl)picolinamido)butanoic acid C(C)C(C(=O)O)(CC)NC(C1=NC(=C(C=C1)N1CC(C1)OC)OC[C@H]1[C@@H](C1)CO)=O